8-(3,4-dimethoxybenzyl)-4-(4-(methylcarbamoyl)phenyl)-5-oxo-3-(thiophen-3-ylmethyl)-4,5-dihydropyrazolo[1,5-a]pyrido[4,3-e]pyrimidin-8-ium bromide [Br-].COC=1C=C(C[N+]2=CC3=C(C(N(C=4N3N=CC4CC4=CSC=C4)C4=CC=C(C=C4)C(NC)=O)=O)C=C2)C=CC1OC